[Ni](Br)Br.C1(=CC=CC=C1)P([C-]1C=CC=C1)C1=CC=CC=C1.[C-]1(C=CC=C1)P(C1=CC=CC=C1)C1=CC=CC=C1.[Fe+2] (1,1'-bis(diphenylphosphino)ferrocene) nickel dibromide